C1(=CC=CC=C1)S(=O)(=O)N1C(=CC=2C1=NC(=CC2)C=2C=CC(=NC2)N2CCN(CC2)C(=O)OC(C)(C)C)C2=CC(=NC(=C2)C)C tert-butyl 4-[5-[1-(benzenesulfonyl)-2-(2,6-dimethyl-4-pyridyl)pyrrolo[2,3-b]pyridin-6-yl]-2-pyridyl]piperazine-1-carboxylate